O=C1OC(CN1)CNC(OC(C)(C)C)=O tert-butyl [(2-oxo-1,3-oxazolidin-5-yl)methyl]carbamate